C(C)(C)(C)OC(NC1=C2C=NC(=NC2=C(C=C1)C=1C=NC=CC1C)NC1=CC=C(C=C1)N1CCN(CC1)C)=O (2-((4-(4-Methylpiperazin-1-yl)phenyl)amino)-8-(4-methylpyridin-3-yl)quinazolin-5-yl)carbamic acid tert-butyl ester